ClCC1=CC(=CN=N1)N1C(NC(CC1)=O)=O 1-(6-(Chloromethyl)pyridazin-4-yl)dihydropyrimidine-2,4(1H,3H)-dione